C1C[C@@H](CC12CCNCC2)N2C=NC1=CC=C(C=C1C2=O)OC2=C(C(=CC=C2F)NS(N(C)C)(=O)=O)C#N 3-[(3S)-8-azaspiro[4.5]decan-3-yl]-6-[2-cyano-3-(dimethylsulfamoylamino)-6-fluoro-phenoxy]-4-oxo-quinazoline